3-(Dimethylamino)-1-(2-fluorophenyl)prop-2-en-1-one CN(C=CC(=O)C1=C(C=CC=C1)F)C